2-(1-((6-amino-5-(2-methyl-2H-tetrazol-5-yl)pyrimidin-4-yl)amino)ethyl)-5-chloro-4-oxoquinazolin NC1=C(C(=NC=N1)NC(C)C1=NC2=CC=CC(=C2C(N1)=O)Cl)C=1N=NN(N1)C